2-t-butyl-4-methoxyphenol C(C)(C)(C)C1=C(C=CC(=C1)OC)O